(R)-Phenyl 4-(2-((2-(8-(benzyloxy)-2-oxo-1,2-dihydroquinolin-5-yl)-2-((tert-butyldimethylsilyl)oxy)ethyl)(tert-butoxycarbonyl)amino)ethyl)benzoate C(C1=CC=CC=C1)OC=1C=CC(=C2C=CC(NC12)=O)[C@H](CN(CCC1=CC=C(C(=O)OC2=CC=CC=C2)C=C1)C(=O)OC(C)(C)C)O[Si](C)(C)C(C)(C)C